COC1=CC2=C([Se]C(=C2)C(CC(C(=O)O)CC)=O)C=C1OC 4-(5,6-dimethoxybenzo[b]selenophen-2-yl)-2-ethyl-4-oxo-butanoic acid